isopropyl (R)-2-(1-((4'-(1,1,1,3,3,3-hexafluoro-2-hydroxy propan-2-yl)-2-methyl-[1,1'-biphenyl]-4-yl)methyl)-4-(pyridin-4-ylmethyl)piperazin-2-yl)acetate FC(C(C(F)(F)F)(O)C1=CC=C(C=C1)C1=C(C=C(C=C1)CN1[C@@H](CN(CC1)CC1=CC=NC=C1)CC(=O)OC(C)C)C)(F)F